ClC1=NC=C(C(=N1)C1=CC(=CC=C1)C1CC1)Cl 2,5-dichloro-4-(3-cyclopropylphenyl)pyrimidine